CC(CN(C)CCN(C)C)NC N,N,N',N'',N'''-pentamethyldiethylenetriamine